methyl-tertiary-butyl ether COC(C)(C)C